[5-(benzyloxy)-1-methyl-1H-pyrazol-4-yl](2,4-dichlorophenyl)methanone C(C1=CC=CC=C1)OC1=C(C=NN1C)C(=O)C1=C(C=C(C=C1)Cl)Cl